4-(tert-butyl)-N-(3-(8-(phenylamino)imidazo[1,2-a]pyrazin-6-yl)phenyl)benzamide C(C)(C)(C)C1=CC=C(C(=O)NC2=CC(=CC=C2)C=2N=C(C=3N(C2)C=CN3)NC3=CC=CC=C3)C=C1